[C@@H]12COCC[C@]2(C1)C=1C=CC2=C(NC(=N2)C2=CC(=CN2)C(=O)C2=C(C=CC=C2)C(F)(F)F)C1 (5-(6-((1R,6S)-3-oxabicyclo[4.1.0]heptan-6-yl)-1H-benzo[d]imidazol-2-yl)-1H-pyrrol-3-yl)(2-(trifluoromethyl)phenyl)methanone